ClC1=NC=C(C=N1)O 2-chloropyrimidine-5-ol